[NH4+].[Pd+2] palladium ammonium salt